CCN1C2=CC=CC=C2NC1=O 1-ethylbenzimidazolinone